C(#C)C1=CC=C2C=3C(=C(N(C(C13)=O)C1=CC=CC=C1)[C@H](C)NC(=O)C=1C(=NN3C1N=CC=C3)NS(N)(=O)=O)CC2 (S)-N-(1-(8-ethynyl-1-oxo-2-phenyl-1,2,4,5-tetrahydrocyclopenta[de]isoquinolin-3-yl)ethyl)-2-(sulfamoylamino)pyrazolo[1,5-a]pyrimidine-3-carboxamide